1-methyl-8-[[1-(methylsulfonimidoyl)cyclopropyl]methoxy]-2-oxo-1,7-naphthyridine-3-carboxylic acid CN1C(C(=CC2=CC=NC(=C12)OCC1(CC1)S(=O)(=N)C)C(=O)O)=O